C1(=CCCCC1)C1=C(C2=CC=C(C=C2CC1)OC)C1=C(C=C(C=C1)N1CCC(CC1)C(OC)OC)F 1-(4-(2-(cyclohex-1-en-1-yl)-6-methoxy-3,4-dihydronaphthalen-1-yl)-3-fluorophenyl)-4-(dimethoxymethyl)piperidine